[Na+].[Na+].O[B-]1(CCC=2C=CC(=C(C2O1)C(=O)O)OC1CN(C1)C(=O)C1CNCCC1)O.O[B-]1(CCC=2C=CC(=C(C2O1)C(=O)O)OC1CN(C1)C(=O)C1CNCCC1)O 4,4-dihydroxy-8-{[1-(piperidine-3-carbonyl)azetidin-3-yl]oxy}-5-oxa-4-boranuidabicyclo[4.4.0]deca-1(6),7,9-triene-7-carboxylic acid disodium salt